2,5-dihydroxy-pyridine OC1=NC=C(C=C1)O